COC=1N=CC(=C2C1N(C=C2)S(=O)(=O)C2=CC=C(C=C2)C)C(F)(F)F 7-methoxy-1-(p-tolylsulfonyl)-4-(trifluoromethyl)pyrrolo[2,3-c]pyridine